(S)-(1-Fluorocyclopropyl)(6-(4-(2-hydroxyphenyl)piperidin-1-yl)-2-azaspiro[3.4]octan-2-yl)methanone tert-butyl-2-(((tert-butyldimethylsilyl)oxy)methyl)piperazine-1-carboxylate C(C)(C)(C)OC(=O)N1C(CNCC1)CO[Si](C)(C)C(C)(C)C.FC1(CC1)C(=O)N1CC2(C1)C[C@H](CC2)N2CCC(CC2)C2=C(C=CC=C2)O